IC=1C=NC(=NC1)NC=1N=CSC1 N-(5-iodopyrimidin-2-yl)thiazol-4-amine